4-(5-(3,5-dimethylisoxazol-4-yl)-1-(4-(2-hydroxypropan-2-yl)phenyl)-1H-pyrrolo[2,3-b]pyridin-3-yl)-3-(trifluoromethoxy)benzoic acid CC1=NOC(=C1C=1C=C2C(=NC1)N(C=C2C2=C(C=C(C(=O)O)C=C2)OC(F)(F)F)C2=CC=C(C=C2)C(C)(C)O)C